(2R,3R)-3-((6-((5-(oxetan-3-yl)-1H-pyrazol-3-yl)amino)pyrazin-2-yl)oxy)pentan-2-ol O1CC(C1)C1=CC(=NN1)NC1=CN=CC(=N1)O[C@@H]([C@@H](C)O)CC